ETHYL 4,6,6-TRIMETHYL-1,3-CYCLOHEXADIENE-1-CARBOXYLATE CC1=CC=C(C(C1)(C)C)C(=O)OCC